COC=1C=C(C=CC1OC)C1=CC=NC=2N1N=C(C2)C(=O)N2C[C@@H](N(CC2)C(C2=C(C(=C(C(=C2F)F)F)F)F)=O)C (S)-(7-(3,4-dimethoxyphenyl)pyrazolo[1,5-a]pyrimidin-2-yl)(3-methyl-4-(perfluorobenzoyl)piperazin-1-yl)methanone